6-(benzyloxy)-7-methoxy-1-[(E)-2-{4-methoxy-2-methyl-5-[(oxan-4-yl)methoxy]phenyl}ethenyl]-1,2,3,4-tetrahydroisoquinoline C(C1=CC=CC=C1)OC=1C=C2CCNC(C2=CC1OC)\C=C\C1=C(C=C(C(=C1)OCC1CCOCC1)OC)C